(R)-1-(3,4-bis((4-chlorobenzyl)oxy)phenoxy)-3-(isopropylamino)propan-2-ol ClC1=CC=C(COC=2C=C(OC[C@@H](CNC(C)C)O)C=CC2OCC2=CC=C(C=C2)Cl)C=C1